N=1C(=NN2C1C=CC=C2)NC(C)=O N-([1,2,4]triazolo[1,5-a]pyridin-2-yl)acetamide